1-(2,4,6-triisopropylphenyl)2-nitrobenzene C(C)(C)C1=C(C(=CC(=C1)C(C)C)C(C)C)C1=C(C=CC=C1)[N+](=O)[O-]